C(C)(C)(C)[C@@H]1N(CCC1)C(=O)N1C[C@H](N(CC1)C=1C(=NC(=CC1)C1=C(C=CC=C1)OC)C(=O)N[C@H]1CNCC1)CC 3-[(2R)-4-[(2R)-2-tert-butylpyrrolidine-1-carbonyl]-2-ethylpiperazin-1-yl]-6-(2-methoxyphenyl)-N-[(3R)-pyrrolidin-3-yl]pyridine-2-carboxamide